(3S)-4-((S)-3-(benzyloxy)-2-oxopyrrolidin-1-yl)-3-((tert-butoxycarbonyl)amino)-1-(cyclopropylamino)-1-oxobutan-2-yl acetate C(C)(=O)OC(C(=O)NC1CC1)[C@H](CN1C([C@H](CC1)OCC1=CC=CC=C1)=O)NC(=O)OC(C)(C)C